4-(1,1-DIMETHYLETHYL)benzoic acid-phenylhydrazide C1(=CC=CC=C1)N(N)C(C1=CC=C(C=C1)C(C)(C)C)=O